C(C=C)(=O)N1C[C@@H](N(CC1)C(=O)C1=C(C(=C(C(=C1)Cl)C1=C(C=CC=C1OC)F)F)C(=O)N(C)C)C (4-((S)-4-acryloyl-2-methylpiperazine-1-carbonyl)-6-chloro-2,2'-difluoro-6'-methoxy-[1,1'-biphenyl]-3-yl)-N,N-dimethylformamide